2-ethyl-2-(hydroxymethyl)-1,3-propanediyl dimethacrylate C(C(=C)C)(=O)OCC(COC(C(=C)C)=O)(CO)CC